5-((5-((2H-tetrazol-5-yl)methyl)-2-methoxyphenyl)thio)-N4-butyl-6-methylpyrimidine-2,4-diamine N=1NN=NC1CC=1C=CC(=C(C1)SC=1C(=NC(=NC1C)N)NCCCC)OC